[Si](C)(C)(C(C)(C)C)OCCOC1=C(C=C(C(=O)NC2=NN(C(=C2)C2=NC3=C(N2)C=CC(=C3)F)CC3=CC=C(C=C3)OC)C=C1)Cl 4-[2-[tert-butyl(dimethyl)silyl]oxyethoxy]-3-chloro-N-[5-(5-fluoro-1H-benzimidazol-2-yl)-1-[(4-methoxyphenyl)methyl]pyrazol-3-yl]benzamide